racemic-menthyl laurate C(CCCCCCCCCCC)(=O)OC1CC(CCC1C(C)C)C